4,6-dichloropicolinate ClC1=CC(=NC(=C1)Cl)C(=O)[O-]